ethyl (Z)-2-diazo-3-((trimethylsilyl)oxy)pent-3-enoate [N+](=[N-])=C(C(=O)OCC)/C(=C/C)/O[Si](C)(C)C